cyanophosphoric acid P(O)(O)(=O)C#N